tert-butyl 2-(3-(tert-butoxycarbonyl)piperazin-1-yl)-7,8-dihydropyrido[4,3-d]pyrimidine-6(5H)-carboxylate C(C)(C)(C)OC(=O)C1CN(CCN1)C=1N=CC2=C(N1)CCN(C2)C(=O)OC(C)(C)C